ClC1=C(C=CC(=C1)Cl)CNC([O-])=O 2,4-Dichlorophenylmethylcarbamate